2,2-difluoro-2-(3-(4-fluorophenyl)oxetan-3-yl)ethan-1-amine FC(CN)(C1(COC1)C1=CC=C(C=C1)F)F